BrC1=CC2=C(OC[C@@H](C(N2C)=O)NC(OC(C)(C)C)=O)C=C1 tert-butyl (S)-(7-bromo-5-methyl-4-oxo-2,3,4,5-tetrahydrobenzo[b][1,4]oxazepin-3-yl)carbamate